CS(=O)(=NCC1CNCCC1)C Dimethyl((piperidin-3-ylmethyl)imino)-λ6-sulfanone